(2S,4S,6S)-1-allyl-2-methyl-6-(1-methyltriazol-4-yl)-4-[4-(trifluoromethyl)phenyl]piperidine-4-carbonitrile C(C=C)N1[C@H](C[C@@](C[C@H]1C=1N=NN(C1)C)(C#N)C1=CC=C(C=C1)C(F)(F)F)C